fluoro-1,3-dioxolane FC1OCCO1